C(C)C=1C(=NC(=NC1)C=1CN(CC1)C(=O)[O-])OCC1=CC=C(C=C1)OC 3-(5-ethyl-4-((4-methoxybenzyl) oxy) pyrimidin-2-yl)-2,5-dihydro-1H-pyrrole-1-carboxylate